NCCOCCOCCOCCOCCOCCNC1=CC(=C(C(=O)NC2=NC=C(C=C2)C)C=C1)C 4-((17-amino-3,6,9,12,15-pentaoxaheptadecyl)amino)-2-methyl-N-(5-methylpyridin-2-yl)benzamide